6-(4-((dimethylamino)methyl)benzyl)pyrido[4,3-d]pyrimidin-5(6H)-one CN(C)CC1=CC=C(CN2C(C3=C(N=CN=C3)C=C2)=O)C=C1